p-tolyl sulfone CC1=CC=C(C=C1)S(=O)(=O)C2=CC=C(C=C2)C